N-[9-[(2R,6S)-6-(hydroxymethyl)-4-isopropyl-6-(triisopropylsilyloxymethyl)morpholin-2-yl]purin-6-yl]benzamide OC[C@]1(O[C@H](CN(C1)C(C)C)N1C2=NC=NC(=C2N=C1)NC(C1=CC=CC=C1)=O)CO[Si](C(C)C)(C(C)C)C(C)C